2-Pyridinecarboxaldehyde N1=C(C=CC=C1)C=O